(4-(3-methylphenyl)-1,3-thiazol-2-yl)guanidine CC=1C=C(C=CC1)C=1N=C(SC1)NC(=N)N